R-2-amino-5-chloro-1-(3-hydroxy-2,6-dimethyl-phenyl)pyrrolo[2,3-b]pyridine-3-carboxamide NC1=C(C=2C(=NC=C(C2)Cl)N1C1=C(C(=CC=C1C)O)C)C(=O)N